C1(=CC=CC=C1)C=1C=C(C=C(C1)C1=CC=CC=C1)C1=CC=CC=C1 5'-phenyl-m-terphenyl